3-chloro-N-(2-chloropyrimidine-4-yl)-1H-indol-5-amine ClC1=CNC2=CC=C(C=C12)NC1=NC(=NC=C1)Cl